C(C)(C)(C)OC(=O)N1[C@H](CN(C[C@@H]1C)C=1C=CC(=C2N=C(SC21)OC)C(=O)O)C 7-[(3S,5S)-4-tert-butoxycarbonyl-3,5-dimethyl-piperazin-1-yl]-2-methoxy-1,3-benzothiazole-4-carboxylic acid